CC1=NOC(=C1C1=CC=C(C=C1)[C@H](CN1C(C2=CC=CC=C2C1=O)=O)NCC#N)C (R)-2-((1-(4-(3,5-dimethylisoxazol-4-yl)phenyl)-2-(1,3-dioxoisoindolin-2-yl)ethyl)amino)acetonitrile